cyclohexanone sodium hydroxide [OH-].[Na+].C1(CCCCC1)=O